10-phenyl-5,10-dihydrophenazine C1(=CC=CC=C1)N1C2=CC=CC=C2NC=2C=CC=CC12